F[C@@H]1[C@@H](C[C@@H](N(C1)C1=NC=CC(=N1)NC=1N=CC2=C(C=CC(=C2C1)[C@H]1N(CCC1)C(C=C)=O)N1CC(C1)CS(=O)(=O)C)C)OC 1-((S)-2-(3-((2-((2S,4R,5S)-5-fluoro-4-methoxy-2-methylpiperidin-1-yl)pyrimidin-4-yl)amino)-8-(3-((methylsulfonyl)methyl)azetidin-1-yl)isoquinolin-5-yl)pyrrolidin-1-yl)prop-2-en-1-one